2-(dimethylamino)-6-(fluoromethyl)benzaldehyde oxime CN(C1=C(C=NO)C(=CC=C1)CF)C